NC1=NSC2=C1C=CC=C2 AMINO-BENZOISOTHIAZOLE